2-bromo-6-methyl-4-Nitroaniline BrC1=C(N)C(=CC(=C1)[N+](=O)[O-])C